ClC1=CC=C(CN2N(C3=C(CN(CC3)CC3=CC(=CC(=C3)F)F)C2=O)CCNC([C@H](C)O)=O)C=C1 (S)-N-(2-(2-(4-chlorobenzyl)-5-(3,5-difluorobenzyl)-3-oxo-2,3,4,5,6,7-hexahydro-1H-pyrazolo[4,3-c]pyridin-1-yl)ethyl)-2-hydroxypropanamide